C(#CCCCCCC)C=1C=CC(=C(C1)C(C)OCCOP(C)N(C(C)C)C(C)C)[N+](=O)[O-] 2-(1-(5-Oct-1-ynyl-2-nitrophenyl)ethoxy)ethoxy[(diisopropylamino)(methyl)phosphine]